2-methyl-6-[(1R,5S,6S)-6-methyl-3-azabicyclo[3.1.0]hex-3-yl]pyridine-3-carbaldehyde CC1=NC(=CC=C1C=O)N1C[C@@H]2C([C@@H]2C1)C